2-[4-[1,1-bis[4-(2,3-epoxypropoxy)phenyl]ethyl]phenyl]propane C(C1CO1)OC1=CC=C(C=C1)C(C)(C1=CC=C(C=C1)OCC1CO1)C1=CC=C(C=C1)C(C)C